C(#N)C=1C(=NC(=CC1C1=CC=C(C=C1)F)C1=NC=CC=C1C)OCCN1CCN(CC1)C(=O)OCC Ethyl 4-(2-(3-cyano-4-(4-fluorophenyl)-6-(3-methylpyridin-2-yl)pyridin-2-yloxy)ethyl)piperazine-1-carboxylate